2-(N-(4-(4-(6-methyl-2-(3,3,3-trifluoropropoxy)pyrimidin-4-yl)-1H-pyrazol-1-yl)-3-(6-Azaspiro[2.5]octan-6-yl)phenyl)sulfamoyl)acetic acid methyl ester COC(CS(NC1=CC(=C(C=C1)N1N=CC(=C1)C1=NC(=NC(=C1)C)OCCC(F)(F)F)N1CCC2(CC2)CC1)(=O)=O)=O